C(C)(C)(C)OC(=O)N1C[C@@](CC=CC1)(C)NC(=O)OCC1=CC=CC=C1 |r| (S) and (R)-3-(((benzyloxy)carbonyl)amino)-3-methyl-2,3,4,7-tetrahydro-1H-azepine-1-carboxylic acid tert-butyl ester